NC1=C(C=CC(=C1)N)S(=O)(=O)[O-].[Na+] sodium 2,4-diaminobenzenesulfonate